N-benzyl-2-(5-(4-(2-bromoethoxy)phenyl)pyridin-2-yl)acetamide C(C1=CC=CC=C1)NC(CC1=NC=C(C=C1)C1=CC=C(C=C1)OCCBr)=O